C(C)(C)(C)C1=NN2C(N(C3=C(C2=O)CN(C3=O)CCN(C)C)CC(=O)NC3=NC=C(C=C3)F)=C1 2-{2-tert-butyl-6-[2-(dimethylamino)ethyl]-5,8-dioxo-5,6,7,8-tetrahydro-4H-pyrazolo[1,5-a]pyrrolo[3,4-d]pyrimidin-4-yl}-N-(5-fluoropyridin-2-yl)acetamide